C(C)OC1=C(OCC2CO2)C=CC=C1 1-(2-ethoxyphenoxy)-2,3-epoxypropane